C1(CC1)N(C/C=C/C(=O)N[C@H]1CN(CCC1)CC1=CC(=NC=C1)C(=O)NC1=CC=C(C=C1)C1=CC2=C(N=CN=C2N2CCOCC2)N1)C (R,E)-4-((3-(4-(cyclopropyl(methyl)amino)but-2-enamido)piperidin-1-yl)methyl)-N-(4-(4-morpholino-7H-pyrrolo[2,3-d]pyrimidin-6-yl)phenyl)picolinamide